(E)-4-methoxy-7-(benzenesulfonyl)-5-(prop-1-en-1-yl)-7H-pyrrolo[2,3-d]pyrimidine COC=1C2=C(N=CN1)N(C=C2\C=C\C)S(=O)(=O)C2=CC=CC=C2